4-(difluoromethyl)-N-(1-(ethylsulfonyl)piperidin-4-yl)-1-isopropyl-1H-[1,2,3]triazolo[4,5-h]quinazolin-8-amine FC(C1=CC=2C=NC(=NC2C2=C1N=NN2C(C)C)NC2CCN(CC2)S(=O)(=O)CC)F